ClC=1C(=C(C=CC1)C1(CN(CC2=CC=C(C(=C12)F)NC1CN(C1)C(=O)N1[C@@H]2CO[C@H](C1)C2)C2=NC=C(C=C2)CO)C)F 4-(3-Chloro-2-fluorophenyl)-5-fluoro-2-[5-(hydroxymethyl)pyridin-2-yl]-4-methyl-6-({1-[(1S,4S)-2-oxa-5-azabicyclo[2.2.1]heptane-5-carbonyl]azetidin-3-yl}amino)-3,4-dihydroisoquinolin